[N-](S(=O)(=O)C(F)(F)F)S(=O)(=O)C(F)(F)F.CN1CN(C=C1)CCCC 1-methyl-3-butylimidazole bistrifluoromethanesulfonimide salt